6-(prop-2-en-1-yloxy)hexanoic acid C(C=C)OCCCCCC(=O)O